FC1=CC=C(CC=2C(C3=CC=CC=C3C(C2C)=O)=O)C=C1 2-(4-fluorobenzyl)-3-methylnaphthalene-1,4-dione